ClC1=CC=C(N=N1)C(=O)N[C@@H]1CC[C@H](CC1)OC1=CC(=C(C=C1)C#N)Cl 6-Chloro-N-(trans-4-(3-chloro-4-cyanophenoxy)cyclohexyl)pyridazine-3-carboxamide